CC1=CC=CC(=N1)C1=C(N=CN1)C=1C=C2C=C(C=NC2=CC1)C1=CC=CC(=N1)C(=O)OC1CNC1 azetidin-3-yl 6-[6-[5-(6-methyl-2-pyridyl)-1H-imidazol-4-yl]-3-quinolyl]pyridine-2-carboxylate